C(#N)C1=C(C=C(C=C1)[C@]1(O)[C@H](O)[C@@H](O)[C@H](O)[C@H](O1)CO)CC1=CC=C(C=C1)C1CC1 1-Cyano-2-(4-cyclopropyl-benzyl)-4-(β-D-glucopyranos-1-yl)-benzol